O1[C@@H](CC1)CN1C(=NC2=C1C=C(C=C2)C(=O)O)CN2CCC(CC2)C2=NC(=CC=C2)OCC=2SC=C(N2)C(F)(F)F (S)-1-(oxetan-2-ylmethyl)-2-((4-(6-((4-(trifluoromethyl)thiazol-2-yl)methoxy)pyridin-2-yl)piperidin-1-yl)methyl)-1H-benzo[d]imidazole-6-carboxylic acid